N-(5-(5-(1-((2-aminoethyl)carbamoyl)azetidin-3-yl)-1,2,4-oxadiazol-3-yl)-3-fluoro-2-methylphenyl)imidazo[1,2-a]pyridine-3-carboxamide NCCNC(=O)N1CC(C1)C1=NC(=NO1)C=1C=C(C(=C(C1)NC(=O)C1=CN=C2N1C=CC=C2)C)F